N-ethyl-2-(8-formyl-7-hydroxy-5-methoxy-2-methyl-4-oxo-4H-chromen-3-yl)acetamide C(C)NC(CC1=C(OC2=C(C(=CC(=C2C1=O)OC)O)C=O)C)=O